FC1=CC(=C(OCC2=CC=CC=3NN=NC32)C=C1[N+](=O)[O-])OC 4-((4-fluoro-2-methoxy-5-nitrophenoxy)methyl)-1H-benzo[d][1,2,3]triazole